FC(C1=CC=C(C=N1)N1C(=CC=C1)C(=O)O)(F)F (6-(trifluoromethyl)pyridin-3-yl)-1H-pyrrole-2-carboxylic acid